C(C1=CC=CC=C1)OC=1C=C(C=CC1)C=1OC2=C(N1)C=C(C=C2)OCC2=NC=C(C=C2)OC 2-[3-(Benzyloxy)phenyl]-5-[(5-methoxypyridin-2-yl)methoxy]-1,3-benzoxazole